(R)-2-Cyclopropyl-5-[1-(2-fluoro-6-methyl-phenyl)-piperidin-4-yl]-4-methyl-7-(2-trifluoromethyl-benzyl)-2,4,5,7-tetrahydro-pyrazolo[3,4-d]pyrimidin-6-on C1(CC1)N1N=C2N(C(N([C@@H](C2=C1)C)C1CCN(CC1)C1=C(C=CC=C1C)F)=O)CC1=C(C=CC=C1)C(F)(F)F